C(C)N1C2=C([C@H]([C@@H](C1=O)NC(=O)C1=NN(C=C1)C(F)(F)F)C=1C=C(CNC(OC(C)(C)C)=O)C=CC1)C=NN2C2=CC=CC=C2 tert-butyl (3-((4R,5S)-7-ethyl-6-oxo-1-phenyl-5-(1-(trifluoromethyl)-1H-pyrazole-3-carboxamido)-4,5,6,7-tetrahydro-1H-pyrazolo[3,4-b]pyridin-4-yl)benzyl)carbamate